3,3,4,4-tetrafluoropyrrolidine-1-carboxamide FC1(CN(CC1(F)F)C(=O)N)F